[2-fluoro-4-(trifluoromethyl)phenylmethyl]-N'-methyl-oxamide FC1=C(C=CC(=C1)C(F)(F)F)CNC(=O)C(=O)NC